N-(2-{3-[(4-methanesulfonyl-2-methoxyphenyl)amino]prop-1-yn-1-yl}-6-phenyl-3-(2,2,2-trifluoroethyl)imidazo[1,2-a]pyridin-8-yl)-1-methylpiperidin-4-amine, formic acid salt C(=O)O.CS(=O)(=O)C1=CC(=C(C=C1)NCC#CC=1N=C2N(C=C(C=C2NC2CCN(CC2)C)C2=CC=CC=C2)C1CC(F)(F)F)OC